monomethyl fumarate (monomethylfumarate) C/C(/C(=O)O)=C\C(=O)O.C(\C=C\C(=O)O)(=O)OC